C(CCCCCCC\C=C/CCCCCCCC)(=O)OCC(OC(CCCCCCC\C=C/CCCCCCCC)=O)COC(CCCCCCC\C=C/C\C=C/CCCCC)=O 1,2-dioleoyl-3-linoleoyl-glycerol